OC[C@H](C)NC(=O)C1CN(C1)CC1=CC2=CC=C(C=C2C[C@@H]1C)OCCCC(F)(F)F N-((S)-1-hydroxypropan-2-yl)-1-(((S)-3-methyl-6-(4,4,4-trifluorobutoxy)-3,4-dihydronaphthalen-2-yl)methyl)azetidine-3-carboxamide